ClC1=CC=C2NC(C(=NC2=C1)[C@H](C)NC1=CC=C(N(C1=O)C)C#N)=O 5-{[(1S)-1-(7-chloro-3-oxo-3,4-dihydroquinoxalin-2-yl)ethyl]amino}-1-methyl-6-oxo-1,6-dihydropyridine-2-carbonitrile